2-phenyl-6-(3-tolyl)pyrimidine-4-carboxylic acid ethyl ester C(C)OC(=O)C1=NC(=NC(=C1)C=1C=C(C=CC1)C)C1=CC=CC=C1